(1s,4s)-4-((4-methoxy-5-(quinolin-6-yl)pyrrolo[2,1-f][1,2,4]triazin-2-yl)amino)-1-methylcyclohexan-1-ol COC1=NC(=NN2C1=C(C=C2)C=2C=C1C=CC=NC1=CC2)NC2CCC(CC2)(O)C